C1(CC1)C([C@@H](C(=O)NC1=NC(=C(C=C1)C=1C(=NNC1C)CC)F)NC(=O)C=1N(N=CC1)CCCSC)C1CC1 N-[(1S)-1-(dicyclopropylmethyl)-2-[[5-(3-ethyl-5-methyl-1H-pyrazol-4-yl)-6-fluoro-2-pyridyl]amino]-2-oxo-ethyl]-2-(3-methylsulfanylpropyl)pyrazole-3-carboxamide